2-(3-hydroxyphenyl)but-2-enenitrile OC=1C=C(C=CC1)C(C#N)=CC